ClC1=C(C=NC(=C1)OC)[C@@H](CCC=C)NC1=CC=C(C=C1)OC (R)-N-(1-(4-chloro-6-methoxypyridin-3-yl)pent-4-en-1-yl)-4-methoxyaniline